(4-amino-1,3-dihydrofuro[3,4-c]quinolin-8-yl)-[rac-(3S)-3-(o-tolyl)morpholin-4-yl]methanone NC1=NC=2C=CC(=CC2C2=C1COC2)C(=O)N2[C@H](COCC2)C2=C(C=CC=C2)C |r|